methyl-pyruvic acid-2,3,5-trifluorophenylhydrazone FC1=C(C=C(C=C1F)F)NN=C(C(=O)O)CC